6-allyl-N,N-dibenzyl-5-fluoro-2-methoxy-pyridine-3-amine C(C=C)C1=C(C=C(C(=N1)OC)N(CC1=CC=CC=C1)CC1=CC=CC=C1)F